1-azetidinecarboxylic acid, 3-(2-aminoethyl)-phenylmethyl ester N1(CCC1)C(=O)OCC1=CC(=CC=C1)CCN